NC(C(F)F)C=1SC(=C(N1)C)OC1=C(C=C(C=C1)N1N=CN(C1=O)CC1=C(C=CC=C1F)F)F 2-(4-((2-(1-amino-2,2-difluoroethyl)-4-methylthiazol-5-yl)oxy)-3-fluorophenyl)-4-(2,6-difluorobenzyl)-2,4-dihydro-3H-1,2,4-triazol-3-one